ClC=1C=CC(=NC1)C(=O)N1CC(CC1)C1=C(C=C(C=C1)C1=C(C=CC=C1)OCC)CO (5-Chloropyridin-2-yl)(3-(2'-ethoxy-3-(hydroxymethyl)biphenyl-4-yl)pyrrolidin-1-yl)methanone